COC1=C(C=C(C=C1)OC1=NC=C(C=C1)C(F)(F)F)NC(=O)[C@H]1N(C(CC1)=O)C (S)-N-(2-Methoxy-5-((5-(trifluoromethyl)pyridin-2-yl)oxy)phenyl)-1-methyl-5-oxopyrrolidine-2-carboxamide